CC=1C(=NC=2CC(CCC2C1C=1C(=CC=C2C=NNC12)C)(C)C)N1CC2(CN(C2)C(=O)OC(C)(C)C)CC1 tert-butyl 6-(3,7,7-trimethyl-4-(6-methyl-1H-indazol-7-yl)-5,6,7,8-tetrahydroquinolin-2-yl)-2,6-diazaspiro[3.4]octane-2-carboxylate